CC=1C=C2NC=C(C[C@H](N)C(=O)O)C2=CC1 L-6-methyl-tryptophan